3-(3-(5-amino-6-((1-(1-methylpiperidin-4-yl)-1H-pyrazol-4-yl)oxy)pyrazin-2-yl)-5-methylphenyl)tetrahydro-2H-pyran-3-ol NC=1N=CC(=NC1OC=1C=NN(C1)C1CCN(CC1)C)C=1C=C(C=C(C1)C)C1(COCCC1)O